NC1=NC=C(C=C1OC=1C=CC(=C(C1)NC(=O)NC1=CC=C(C=C1)C)C)Cl 1-(5-((2-amino-5-chloropyridin-3-yl)oxy)-2-methylphenyl)-3-(4-tolyl)urea